(1R,2R)-2-((S)-8-Fluoro-5H-imidazo[5,1-a]isoindol-5-yl)-7-oxaspiro[3.5]nonan-1-ol FC1=CC=C2[C@@H](N3C(C2=C1)=CN=C3)[C@@H]3[C@H](C1(C3)CCOCC1)O